(E)-2-((7-Cyanothieno[3,2-b]pyridin-3-yl)methylene)-3-oxobutanoic acid methyl ester COC(/C(/C(C)=O)=C/C1=CSC=2C1=NC=CC2C#N)=O